C(C)(C)N(P(O[C@H]1[C@H]([C@@H](C[C@@H]1COC(C1=CC=CC=C1)(C1=CC=C(C=C1)OC)C1=CC=C(C=C1)OC)N1C2=NC=NC(=C2N=C1)NC(C1=CC=CC=C1)=O)F)OCCC#N)C(C)C (1R,2S,3R,5R)-3-(6-benzamido-9H-purin-9-yl)-5-((bis(4-methoxyphenyl)(phenyl)methoxy)methyl)-2-fluorocyclopentyl (2-cyanoethyl) diisopropylphosphoramidite